ClC1=C(C(=C(C(=C1C(CCC(C)(C1OCC1)CC)OC(C1=C(C(=C(C(=C1Cl)Cl)Cl)Cl)Cl)CCC(C)(CC)C1OCC1)Cl)Cl)Cl)Cl pentachlorophenyl(3-ethyl-3-oxetanylbutylmethyl)ether